C1=CC(=C(C=C1O)CC(=O)O)NC2=C(C=C(C=C2Cl)O)Cl The molecule is a monocarboxylic acid that is the 4',5-dihydroxylated metabolite of diclofenac. It has a role as a drug metabolite and a drug allergen. It is a dichlorobenzene, a monocarboxylic acid, a secondary amino compound and a member of phenols. It derives from a diclofenac.